BrC=1C=C(C=CC1)C1(COC1)C(C1=C(C=NN1COCC[Si](C)(C)C)C)F 5-((3-(3-bromophenyl)oxetan-3-yl)fluoromethyl)-4-methyl-1-((2-(trimethylsilyl)ethoxy)methyl)-1H-pyrazole